tert-butyl 4-(2-fluoro-5-(4-(trifluoromethyl)-6-(2-(trimethylsilyl)ethoxy)nicotinamido)-4-((3S,5R)-3,4,5-trimethylpiperazin-1-yl)phenyl)-3,6-dihydropyridine-1(2H)-carboxylate FC1=C(C=C(C(=C1)N1C[C@@H](N([C@@H](C1)C)C)C)NC(C1=CN=C(C=C1C(F)(F)F)OCC[Si](C)(C)C)=O)C=1CCN(CC1)C(=O)OC(C)(C)C